(2R,3S,4S)-4-hydroxy-2-{[4-(pyridin-3-yloxy)phenyl]methyl}pyrrolidin-3-yl N-[(3-fluorophenyl)methyl]carbamate FC=1C=C(C=CC1)CNC(O[C@H]1[C@H](NC[C@@H]1O)CC1=CC=C(C=C1)OC=1C=NC=CC1)=O